di-nonyl sebacate C(CCCCCCCCC(=O)OCCCCCCCCC)(=O)OCCCCCCCCC